(2s,5r)-5-(2-chlorophenyl)pyrrolidine-2-carboxylic acid methyl ester hydrochloride Cl.COC(=O)[C@H]1N[C@H](CC1)C1=C(C=CC=C1)Cl